(2-fluoro-5-methoxyphenyl)-4-((5-(4-hydroxypiperidin-1-yl)pyridin-2-yl)amino)-1,6-naphthyridin-5(6H)-one FC1=C(C=C(C=C1)OC)C1=NC=2C=CNC(C2C(=C1)NC1=NC=C(C=C1)N1CCC(CC1)O)=O